1,4-Diacryloylpiperazine C(C=C)(=O)N1CCN(CC1)C(C=C)=O